FC1=CC=C(C=C1)N1C(=NC2=CC(=CC(=C2C1)C(C)N)C)C 1-(3-(4-fluorophenyl)-2,7-dimethyl-3,4-dihydroquinazolin-5-yl)ethan-1-amine